4-allyl-1,2-dimethoxy-benzene C(C=C)C1=CC(=C(C=C1)OC)OC